C(C)OC(C(C1=C2N(C=N1)C[C@@H](C2)F)N2N=C1C(=C(C=C(C1=C2)C(F)F)Br)C)=O.S2C(=NC=C2)NC(C)=O N-thiazol-2-yl-acetamide Ethyl-2-[6-bromo-4-(difluoromethyl)-7-methyl-indazol-2-yl]-2-[(6R)-6-fluoro-6,7-dihydro-5H-pyrrolo[1,2-c]imidazol-1-yl]acetate